C(=O)(O)C1=NC(=CC(=C1)C1=CC(=NC(=C1)C(=O)O)C(=O)O)C(=O)O 2,2',6,6'-tetracarboxyl-4,4'-bipyridyl